ClC1=C(C=C(C=C1NC1=CC=CC=C1)C1=CC=CC=C1)NC1=CC=CC=C1 4-chloro-N3,N5-diphenyl-[1,1'-biphenyl]-3,5-diamine